Monoethylamine Hydrochloride Cl.C(C)N